tert-Butyl 4-(4-(3-(4-(5-Bromopyridin-3-yl)pyrimidin-2-ylamino)-4-methyl phenylcarbamoyl)benzyl)piperazine-1-carboxylate BrC=1C=C(C=NC1)C1=NC(=NC=C1)NC=1C=C(C=CC1C)NC(=O)C1=CC=C(CN2CCN(CC2)C(=O)OC(C)(C)C)C=C1